NC1=C(C=CC=C1C1=CC=CC=C1)S o-aminophenyl-thiophenol